5-(4-(tert-Butyl)-9H-xanthen-9-yl)-2-methyl-4-phenyloxazole C(C)(C)(C)C1=CC=CC=2C(C3=CC=CC=C3OC12)C1=C(N=C(O1)C)C1=CC=CC=C1